6-((2-((3S)-3-amino-3-methyl-1-piperidinyl)-1H-benzimidazol-1-yl)methyl)-3-pyridinecarbonitrile N[C@@]1(CN(CCC1)C1=NC2=C(N1CC1=CC=C(C=N1)C#N)C=CC=C2)C